6-methyl-5-N-[3-(7H-purin-6-yl)pyridin-2-yl]-1-N-[3-(trifluoromethoxy)phenyl]isoquinoline-1,5-diamine CC1=C(C=2C=CN=C(C2C=C1)NC1=CC(=CC=C1)OC(F)(F)F)NC1=NC=CC=C1C1=C2NC=NC2=NC=N1